N-[3-fluoro-4-[(6-methyl-1,7-naphthyridin-4-yl)oxy]phenyl]-5-(4-fluorophenyl)-4-hydroxy-6-methylpyridine-3-carboxamide FC=1C=C(C=CC1OC1=CC=NC2=CN=C(C=C12)C)NC(=O)C=1C=NC(=C(C1O)C1=CC=C(C=C1)F)C